3-(4-chlorophenyl)-adamantane-1-carboxylic acid (pyridin-4-ylmethyl)-amide N1=CC=C(C=C1)CNC(=O)C12CC3(CC(CC(C1)C3)C2)C2=CC=C(C=C2)Cl